C(CCCCCCCCCCC)OC(CCCCCCCCCCC)=O lauryllaurate